N1=NC(=CC=C1)C1=CC=C(C=C1)NNC(=O)N=N (4-(pyridazin-3-yl)phenyl)carbazone